N1(N=CC=C1)C1=CC=C(C=C1)C1=CC=CN2C1=NS(CC2)(=O)=O 9-[4-(1H-pyrazol-1-yl)phenyl]-3,4-dihydropyrido[2,1-c][1,2,4]thiadiazine 2,2-dioxide